NC1=C(C=C(C=N1)C1=CC=C(C[C@H]2CCC(N2CC2COC2)=O)C=C1)C1=C(C=C(C=C1)N)F (R)-5-(4-(6-amino-5-(4-amino-2-fluorophenyl)pyridin-3-yl)benzyl)-1-(oxetan-3-ylmethyl)pyrrolidin-2-one